N(N)C(N)=S hydrazine-1-carbothioamide